4-(3-ethyl-4-methyl-5-oxo-4,5-dihydro-1H-1,2,4-triazol-1-yl)-N-(2-ethylphenyl)-5-fluoro-2-[(2S)-pent-2-yloxy]benzamide C(C)C1=NN(C(N1C)=O)C1=CC(=C(C(=O)NC2=C(C=CC=C2)CC)C=C1F)O[C@@H](C)CCC